OC1=C(C=CC=C1)C1=CC(=CC=C1)C[C@]1(C[C@H](CC1)N(S(=O)(=O)C)CC1=CC=C(C=C1)OC)C=1OC(=C(N1)C(=O)OCC)C ethyl 2-((1R,3S)-1-((2'-hydroxy-[1,1'-biphenyl]-3-yl)methyl)-3-(N-(4-methoxybenzyl) methylsulfonamido)cyclopentyl)-5-methyloxazole-4-carboxylate